1-(4-(4-((4-([1,2,4]triazolo[1,5-a]pyridin-7-yloxy)-3-methylphenyl)amino)pyrrolo[2,1-f][1,2,4]triazin-5-yl)piperazin-1-yl)prop-2-en-1-one N=1C=NN2C1C=C(C=C2)OC2=C(C=C(C=C2)NC2=NC=NN1C2=C(C=C1)N1CCN(CC1)C(C=C)=O)C